2-chloro-4-(1-(5-(trifluoromethoxy)pyridin-2-yl)-1H-1,2,4-triazol-3-yl)aniline ClC1=C(N)C=CC(=C1)C1=NN(C=N1)C1=NC=C(C=C1)OC(F)(F)F